NC=1OC2=C(C1C#N)C(=C(C=C2)F)C=2C1=C(C=3C(=NC=NC3C2F)N2C3CNCC2CC3)COC1 2-Amino-4-[1-(3,8-diazabicyclo[3.2.1]octan-8-yl)-5-fluoro-7,9-dihydrofuro[3,4-f]quinazolin-6-yl]-5-fluoro-benzofuran-3-carbonitrile